1,2,3-trifluoro-5-tribromomethylbenzene FC1=C(C(=CC(=C1)C(Br)(Br)Br)F)F